ClC1=CC=C(C=C1)C=1N=C(C(=NC1)NN)C=1C=NN(C1)C 5-(4-Chlorophenyl)-2-hydrazino-3-(1-methyl-1H-pyrazol-4-yl)pyrazine